5-amino-N-[(dimethylamino)methylene]-5'-(trifluoromethyl)-2,3'-bipyridine-3-sulfonamide NC=1C=C(C(=NC1)C=1C=NC=C(C1)C(F)(F)F)S(=O)(=O)N=CN(C)C